C(CCC)(=O)O.C(C)OC(C(=O)NC1=CC=C(C=C1)N1C(CCCC1)=O)=O 2-ethoxy-2-oxo-N-(4-(2-oxopiperidin-1-yl)-phenyl)acetamide butyrate